7-(4-methylpiperazin-1-yl)-4-(o-tolyl)pyrano[2,3-b]pyridin-2-one CN1CCN(CC1)C1=CC=C2C(=N1)OC(C=C2C2=C(C=CC=C2)C)=O